COC(=O)C=1C=CC2=C(N(C(=N2)CN2CCC(CC2)C2=NC(=CC=C2)OCC2=CC=C(C=3C=C(OC32)Cl)C#N)C[C@H]3OCC3)C1 (S)-2-((4-(6-((2-Chloro-4-cyanobenzofuran-7-yl)methoxy)pyridin-2-yl)piperidin-1-yl)methyl)-1-(oxetane-2-ylmethyl)-1H-benzo[d]imidazole-6-carboxylic acid methyl ester